2-chloro-N-(hydroxymethyl)acetamide C(C(=O)NCO)Cl